1-(4-((4-(3-(6-(benzyloxy)pyridin-3-yl)phenyl)-5-fluoropyrimidin-2-yl)amino)piperidin-1-yl)ethan-1-one C(C1=CC=CC=C1)OC1=CC=C(C=N1)C=1C=C(C=CC1)C1=NC(=NC=C1F)NC1CCN(CC1)C(C)=O